FC=1C=C(C=CC1CCO)C[C@@H]1CC[C@H](CC1)C(=O)OC methyl trans-4-[[3-fluoro-4-(2-hydroxyethyl)phenyl]methyl]cyclohexanecarboxylate